ethyl 5-(1,3-dioxoisoindolin-2-yl)-2,2-difluoropentanoate O=C1N(C(C2=CC=CC=C12)=O)CCCC(C(=O)OCC)(F)F